5-amino-N-(4-chlorophenyl)-2-methoxypyridine-3-sulfonamide NC=1C=C(C(=NC1)OC)S(=O)(=O)NC1=CC=C(C=C1)Cl